C(C)(C)C1=C(NC2=CC=C(C=C12)CCN1CCN(CC1)C)C=1C=C(C=2N(C1)N=CN2)OC 6-(3-isopropyl-5-(2-(4-methylpiperazin-1-yl)ethyl)-1H-indol-2-yl)-8-methoxy-[1,2,4]triazolo[1,5-a]pyridine